N,N-bis-hydroxymethyl-t-butylamine OCN(CO)C(C)(C)C